FC1=C(C=C(C=C1)F)C1=NN2C(NCC(C2)CNC)=C1C=1C=CC(N(N1)C1=C(C=CC=C1)C)=O (-)-6-{2-(2,5-difluorophenyl)-6-[(methylamino)methyl]-4,5,6,7-tetrahydropyrazolo[1,5-a]pyrimidin-3-yl}-2-(2-methylphenyl)pyridazin-3(2H)-one